1-((8-methoxy-1,3,4,9-tetrahydro-2H-pyrido[3,4-b]indol-2-yl)methyl)cyclohexan-1-ol COC=1C=CC=C2C3=C(NC12)CN(CC3)CC3(CCCCC3)O